6-fluoro-4-(2-hydroxy-3-(trityloxy)propyl)-3-oxo-3,4-dihydropyrazine-2-formamide FC1=CN(C(C(=N1)C(=O)N)=O)CC(COC(C1=CC=CC=C1)(C1=CC=CC=C1)C1=CC=CC=C1)O